dichloro(4-methyl-isopropyl-benzene) ruthenium (II) [Ru+2].ClC=1C(=C(C=CC1C)C(C)C)Cl